COCCOC1=CC=C(C=C1)N1CCN(CC1)CCNC 2-{4-[4-(2-methoxyethoxy)phenyl]piperazin-1-yl}-N-methylethanamine